[(1R)-1-(4-cyclopropanesulfonamidopyridin-2-yl)propyl]-5-(6-ethoxypyrazin-2-yl)-1,3-thiazole-2-carboxamide C1(CC1)S(=O)(=O)NC1=CC(=NC=C1)[C@H](CC)C=1N=C(SC1C1=NC(=CN=C1)OCC)C(=O)N